CC1(OC1CC=C(C=C)C)C 2,2-dimethyl-3-(3-methyl-2,4-pentadien-1-yl)-oxirane